FC(C1C=2[N+](CCC1)=NOC2[O-])F.C(N(CC(=O)[O-])CC(=O)O)CN(CC(=O)O)CC(=O)[O-].[Na+].[Na+] disodium edetate 4-(difluoromethyl)-4,5,6,7-tetrahydro-[1,2,3]oxadiazolo[3,4-a]pyridin-8-ium-3-olate